CC1=C(N2C=CC=C2C=C1C(=O)O)C(C)N1CCOCC1 6-methyl-5-(1-morpholinoethyl)indolizine-7-carboxylic acid